COC=1C=C2NCCNC2=CC1 6-methoxy-1,2,3,4-tetrahydroquinoxaline